CC1=NC2=C(N1)C=CC(=C2)CNC(=O)[C@@H]2CC[C@H]1N2C(CCCC1)=O (3S,6S,9aS)-3-(((2-methyl-1H-benzo[d]imidazol-5-yl)methyl)carbamoyl)-5-oxooctahydro-1H-pyrrolo[1,2-a]azepin